ClC=1C(=NC=CC1SC=1C=2N(C(=NC1)N1CCC3(CCC[C@H]3N)CC1)C=NN2)C (R)-8-(8-((3-chloro-2-methylpyridin-4-yl)thio)-[1,2,4]tri-azolo[4,3-c]pyrimidin-5-yl)-8-azaspiro[4.5]decan-1-amine